7,11,15-trimethylhexadecane-4,6-dien-3-one CC(=CC=CC(CC)=O)CCCC(CCCC(C)C)C